[Na].C1(=CC=CC=C1)S(=O)(=O)C1=CC=CC=C1 diphenylsulfone Sodium